tert-butyl 4-(3-((1s,3s)-3-(benzyloxy)cyclobutoxy)propyl)piperazine-1-carboxylate C(C1=CC=CC=C1)OC1CC(C1)OCCCN1CCN(CC1)C(=O)OC(C)(C)C